FC=1C=C(C=CC1OC1=NC=CC(=N1)C)C=1C(=C2N(N=C(C=C2)C)C1C1=CC=C(C=C1)NC(C(=C)F)=O)C(=O)N 6-(3-fluoro-4-((4-methylpyrimidin-2-yl)oxy)phenyl)-7-(4-(2-fluoroacrylamido)phenyl)-2-methylpyrrolo[1,2-b]pyridazine-5-carboxamide